NC1=NC2=CC(=CC=C2C=C1F)CN(C(=O)C=1C=NC=C(C1)OC(F)(F)F)C=1C(=NC=CC1)S(=O)(=O)C N-[(2-amino-3-fluoroquinolin-7-yl)methyl]-N-(2-methanesulfonylpyridin-3-yl)-5-(trifluoro-methoxy)pyridine-3-carboxamide